CC(C(=O)N[C@H](C(=O)O)CCN(CCCCC1=NC=2NCCCC2C=C1)CCOC1=CC=CC=C1)(C)C1=CC=CC=C1 (S)-2-(2-methyl-2-phenylpropanamido)-4-((2-phenoxyethyl)(4-(5,6,7,8-tetrahydro-1,8-naphthyridin-2-yl)butyl)amino)butanoic acid